ruthenium cobalt nickel copper iron [Fe].[Cu].[Ni].[Co].[Ru]